N-(4-(2-amino-3-(1-propyl-1H-pyrazol-4-yl)pyridin-4-yloxy)-3-fluorophenyl)-3-(4-fluorophenyl)-1-isopropyl-2,4-dioxo-1,2,3,4-tetrahydropyrimidine-5-carboxamide NC1=NC=CC(=C1C=1C=NN(C1)CCC)OC1=C(C=C(C=C1)NC(=O)C=1C(N(C(N(C1)C(C)C)=O)C1=CC=C(C=C1)F)=O)F